(2S,3R,4S,5R)-4-fluoro-3-((4-methoxyphenyl)diphenylmethoxy)-5-(5-methyl-2,4-dioxo-3,4-dihydropyrimidin-1(2H)-yl)tetrahydrofuran-2-carbaldehyde F[C@H]1[C@@H]([C@H](O[C@H]1N1C(NC(C(=C1)C)=O)=O)C=O)OC(C1=CC=CC=C1)(C1=CC=CC=C1)C1=CC=C(C=C1)OC